[N+](=O)([O-])C1=C2CN(C(C2=CC=C1)=O)C12CC3CC(CC(C1)C3)C2 2,3-Dihydro-4-nitro-2-(tricyclo[3.3.1.13,7]dec-1-yl)-1H-isoindol-1-one